bis[(2-pyridinyl)phenyl]iridium (III) hexafluorophosphate F[P-](F)(F)(F)(F)F.N1=C(C=CC=C1)C1=C(C=CC=C1)[Ir+]C1=C(C=CC=C1)C1=NC=CC=C1